1-(allyl-(4-methoxybenzyl)amino)propan-2-one C(C=C)N(CC(C)=O)CC1=CC=C(C=C1)OC